3-fluoro-5-nitro-1-(benzenesulfonyl)-1H-indazole FC1=NN(C2=CC=C(C=C12)[N+](=O)[O-])S(=O)(=O)C1=CC=CC=C1